BrC1=C(C(=CC(=C1)OCOC)C)/C=C/COC1CN(CCCC1)C(=O)OC(C)(C)C tert-butyl 3-{[(2E)-3-[2-bromo-4-(methoxymethoxy)-6-methylphenyl]prop-2-en-1-yl]oxy}azepane-1-carboxylate